N=1N=CN2C1C=C(C=C2)CCN2CC1(C2)CC(C1)OC=1N(C(C2=C(C=CC=C2C1)Cl)=O)C ((2-(2-([1,2,4]triazolo[4,3-a]pyridin-7-yl)ethyl)-2-azaspiro[3.3]heptan-6-yl)oxy)-8-chloro-2-methylisoquinolin-1(2H)-one